(2R,3R,3aS,6S,6aR)-2-(4-amino-7H-pyrrolo[2,3-d]pyrimidin-7-yl)-6-((2-aminoquinolin-7-yl)oxy)hexahydro-2H-cyclopenta[b]furan-3,3a-diol NC=1C2=C(N=CN1)N(C=C2)[C@H]2[C@@H]([C@@]1([C@H](O2)[C@H](CC1)OC1=CC=C2C=CC(=NC2=C1)N)O)O